bis(vinyl)triphenylphosphine palladium (II) chloride [Pd](Cl)Cl.C(=C)C=1C(=C(C=CC1)P(C1=CC=CC=C1)C1=CC=CC=C1)C=C